FC(C=1C=C(CNC2CCN(CC2)CCCOC2=C3C=CC(OC3=CC3=C2C=CO3)=O)C=CC1)(F)F 4-(3-(4-((3-(trifluoromethyl)benzyl)amino)piperidin-1-yl)propoxy)-7H-furo[3,2-g]chromen-7-one